C1CCC(CC1)C(O)O 4-cyclohexane-methane-diol